BrC=1C=C(C=C2C=C(N(C12)CC)C=1CN(CCC1)C(=O)OC(C)(C)C)C(=O)N1CCN(CC1)C1=NC=C(C=C1OC)F 1-Tert-butyl 3-(7-bromo-1-ethyl-5-(4-(5-fluoro-3-methoxypyridin-2-yl)piperazine-1-carbonyl)-1H-indol-2-yl)-5,6-dihydropyridine-1(2H)-carboxylate